(R)-N-((R)-1-(4-(8-chloro-[1,2,4]triazolo[1,5-a]pyrazin-6-yl)-5-methylpyridin-2-yl)ethyl)-N-ethyl-2-methylpropane-2-sulfinamide ClC=1C=2N(C=C(N1)C1=CC(=NC=C1C)[C@@H](C)N([S@](=O)C(C)(C)C)CC)N=CN2